C(C)(C)(C)OC(=O)N1CCC(CC1)C1=NOC(=C1)CC(=O)OC 4-[5-(2-methoxy-2-oxoethyl)-1,2-oxazol-3-yl]Piperidine-1-carboxylic acid tert-butyl ester